CC([C@]1(CC[C@@H]2[C@@]1(CC[C@H]3[C@H]2CCC4=CC(=O)CC[C@]34C)C)O)O The molecule is a C21-steroid that is pregnane which contains a double bond between positions 4 and 5 and is substituted by an oxo group at position 3 and by hydroxy groups at the 17alpha and 20 positions. It is a C21-steroid, a 3-oxo-Delta(4) steroid, a 17alpha-hydroxy steroid and a 20-hydroxy steroid. It derives from a hydride of a pregnane.